butyl (2-{2-[2-(2-oxoethoxy)ethoxy]ethoxy}ethyl)carbamate O=CCOCCOCCOCCNC(OCCCC)=O